trans-(P)-1-(5-chloro-2-methoxy-4-((1S,3S)-3-(trifluoromethyl)cyclobutyl)phenyl)-N-(isoxazol-3-yl)-2-oxo-1,2-dihydroquinoline-6-sulfonamide ClC=1C(=CC(=C(C1)N1C(C=CC2=CC(=CC=C12)S(=O)(=O)NC1=NOC=C1)=O)OC)[C@@H]1C[C@H](C1)C(F)(F)F